N-[(5-amino-1,3,4-oxadiazol-2-yl)methyl]-N-[(4-cyano-2-fluoro-phenyl)methyl]-2-(2-ethyl-3,5-difluoro-phenoxy)propanamide NC1=NN=C(O1)CN(C(C(C)OC1=C(C(=CC(=C1)F)F)CC)=O)CC1=C(C=C(C=C1)C#N)F